4-(4-chloro-8-isoquinolinyl)-7,7-dimethyl-2-(2-(2-propenoyl)-2,6-diazaspiro[3.4]octan-6-yl)-7,8-dihydro-5H-pyrano[4,3-b]pyridine-3-carbonitrile ClC1=CN=CC2=C(C=CC=C12)C1=C2C(=NC(=C1C#N)N1CC3(CN(C3)C(C=C)=O)CC1)CC(OC2)(C)C